(4-(4-chlorophenyl)-6-(piperazin-1-yl)pyrimidin-2-yl)isothiazole diethyl-(4-((3-trifluoromethyl-9H-carbazol-9-yl)methyl)benzyl)phosphonate C(C)OP(OCC)(=O)CC1=CC=C(C=C1)CN1C2=CC=CC=C2C=2C=C(C=CC12)C(F)(F)F.ClC1=CC=C(C=C1)C1=NC(=NC(=C1)N1CCNCC1)C1=NSC=C1